1,7-Dicyanoheptan C(#N)CCCCCCCC#N